C12(CC=CC3=CC=CC=C13)C=NC1=C(OC2)C=CC(=C1)C(=O)N SPIRO[BENZO[B][1,4]OXAZEPINE-3,1'-NAPHTHALENE]-7-CARBOXAMIDE